C(\C=C\C(=O)OC)(=O)OCC(N(C)OC)=O (N-methoxy-N-methylcarbamoyl)methyl methyl (2E)-but-2-ene-1,4-dioate